COC1=C(C=C(C(=C1)N1CCNCC1)[N+](=O)[O-])NC1=NC=CC(=N1)C1=CN(C2=CC=CC=C12)C N-[2-methoxy-5-nitro-4-(piperazin-1-yl)phenyl]-4-(1-methyl-1H-indol-3-yl)pyrimidin-2-amine